Cl.FC1(CNCC=C1C1=CC=C(C=C1)C1=NOC(N1)=O)F 3-(4-(3,3-difluoro-1,2,3,6-tetrahydropyridin-4-yl)phenyl)-1,2,4-oxadiazol-5(4H)-one hydrochloride